NC1=NC2=CC(=CC=C2C(=N1)N[C@@H](CO)CC)Br (R)-2-((2-amino-7-bromoquinazolin-4-yl)amino)-1-butanol